COC=1C=CC=C2C=C(NC12)C(=O)N1CCC(CC1)C=1C=C2CN(C(C2=CC1)=O)C1C(NC(CC1)=O)=O 3-(5-(1-(7-methoxy-1H-indole-2-carbonyl)piperidin-4-yl)-1-oxoisoindolin-2-yl)piperidine-2,6-dione